C(C)(C)C1=C(C(=CC=2COCC21)C(C)C)CC(=O)O (4,6-diisopropyl-1,3-dihydro-2-benzofuran-5-yl)acetic Acid